8-(2-ethyl-2-adamantyloxycarbonylmethyloxycarbonyl)-tetracyclo[4.4.0.12,5.17,10]-3-dodecene C(C)C1(C2CC3CC(CC1C3)C2)OC(=O)COC(=O)C2C3C1C4C=CC(C1C(C2)C3)C4